C(C1=CC=CC=C1)C1=NN(C(C=N1)=O)C1=CC(=C(C=C1)Cl)Cl 3-benzyl-1-(3,4-dichlorophenyl)-1,2,4-triazin-6(1H)-one